C(C)(=O)O[C@H]1[C@@H]2CC(C[C@H]([C@H]1OC(C1=CC=CC=C1)(C1=CC=C(C=C1)OC)C1=CC=C(C=C1)OC)N2CC2=CC=CC=C2)O (1R,5S,6S,7R)-7-(Bis(4-methoxyphenyl)(phenyl)methoxy)-3-hydroxy-8-benzyl-8-azabicyclo[3.2.1]octan-6-yl acetate